CC1C(CC(N(C1)C(=O)OC(C)(C)C)=O)=O tert-butyl 5-methyl-2,4-dioxo-piperidine-1-carboxylate